2-[2-[2-[2-(2-oxoethoxy)ethoxy]ethoxy]ethyl]acetamide O=CCOCCOCCOCCCC(=O)N